2-[3,5-Dihydroxy-4-[(Z)-3-phenylprop-2-enoyl]phenoxy]acetate OC=1C=C(OCC(=O)[O-])C=C(C1C(\C=C/C1=CC=CC=C1)=O)O